COC1=NC=C(C(=N1)OC)C=1C=C(C=2N(N1)C=CN2)[C@H]2[C@@H](C2)C=2C=NC(=NC2)C(F)(F)F 6-(2,4-dimethoxypyrimidin-5-yl)-8-((1R,2R)-2-(2-(trifluoromethyl)pyrimidin-5-yl)cyclopropyl)imidazo[1,2-b]pyridazine